2-(4-bromobenzoyl)-N-(3-methyl-1,2-thiazol-5-yl)cyclohexanecarboxamide BrC1=CC=C(C(=O)C2C(CCCC2)C(=O)NC2=CC(=NS2)C)C=C1